C(C(=C)C)(=O)CCS(=O)(=O)O 2-methacryloylethanesulfonic acid